BrC1=CC=C(C=C1)C1=NC(=NO1)C(C)(C)S(=O)(=O)N 2-[5-(4-Bromophenyl)-1,2,4-oxadiazol-3-yl]propane-2-sulfonamide